trimethyl-[2-(2-methylprop-2-enoyloxy)ethyl]ammonium chloride [Cl-].C[N+](CCOC(C(=C)C)=O)(C)C